CC(C(=O)OC1C(OC(C(COC(C1CC1=CC=CC=C1)=O)NC(=O)C1=NC=CC(=C1OCOC(C(C)C)=O)OC)=O)C)C 8-Benzyl-3-[({3-[(isobutyryloxy)methoxy]-4-methoxypyridin-2-yl}carbonyl)amino]-6-methyl-4,9-dioxo-1,5-dioxonan-7-yl 2-methylpropanoate